C(CCCCCCC)#N Octanenitrile